[7-(2,4-difluoro-6-isopropoxy-phenyl)-6-(5-prop-2-enoyl-6,7-dihydro-4H-thiazolo[5,4-c]pyridin-2-yl) thieno[3,2-c]pyridin-4-yl] trifluoromethanesulfonate FC(S(=O)(=O)OC1=NC(=C(C2=C1C=CS2)C2=C(C=C(C=C2OC(C)C)F)F)C=2SC=1CN(CCC1N2)C(C=C)=O)(F)F